CC=1C=C(C=CC1)C1=CC=CC=C1 3-methyl-1,1-biphenyl